ethyl 1-(6-(2-hydroxyphenyl)pyridazin-4-yl)-4-(5-methyl-1H-pyrazol-1-yl)piperidine-4-carboxylate OC1=C(C=CC=C1)C1=CC(=CN=N1)N1CCC(CC1)(C(=O)OCC)N1N=CC=C1C